[1,2-13C2]glycine N[13CH2][13C](=O)O